FC=1C(=CC(=C(C(=O)NC2CCN(CC2)S(=O)(=O)C)C1)O[C@H](C(F)(F)F)C)N1N=C2N(CCCC2)C1=O 5-fluoro-N-[1-(methylsulfonyl)piperidin-4-yl]-4-(3-oxo-5,6,7,8-tetrahydro[1,2,4]triazolo[4,3-a]pyridin-2(3H)-yl)-2-{[(2S)-1,1,1-trifluoropropan-2-yl]oxy}benzamide